5-(((tert-butyldimethylsilyl)oxy)methyl)-1,3,4-thiadiazol-2-amine [Si](C)(C)(C(C)(C)C)OCC1=NN=C(S1)N